5-(2-methyl-1H-indol-3-yl)cyclohexane-2,5-diene-1,4-dione CC=1NC2=CC=CC=C2C1C=1C(C=CC(C1)=O)=O